1,1-dimethylethyl [2-({6-[(3-ethyl-1,3-dihydro-2-benzofuran-4-yl)oxy]-3-pyridinyl}amino)-1,1-dimethyl-2-oxoethyl]carbamate C(C)C1OCC2=C1C(=CC=C2)OC2=CC=C(C=N2)NC(C(C)(C)NC(OC(C)(C)C)=O)=O